4-(cyclohexylamino)-N-methyl-3-nitrobenzamide C1(CCCCC1)NC1=C(C=C(C(=O)NC)C=C1)[N+](=O)[O-]